C(CCCCCCCCCCCCCCCCCS)S octadecane-1,18-dithiol